S1CC=CC2=C1C=CC=C2 r-benzothiopyran